(6-chloro-1-(oxetan-3-yl)-1H-pyrrolo[2,3-b]pyridin-4-yl)methanol ClC1=CC(=C2C(=N1)N(C=C2)C2COC2)CO